4-((2,2-difluoroethyl)amino)-N-(3-hydroxy-3-methylbutyl)-6-(1H-pyrazol-4-yl)quinoline-3-carboxamide FC(CNC1=C(C=NC2=CC=C(C=C12)C=1C=NNC1)C(=O)NCCC(C)(C)O)F